C(CCC\C=C/C\C=C/C\C=C/C\C=C/C\C=C/CC)OC(C(=O)O)CC 2-((5Z,8Z,11Z,14Z,17Z)-eicosa-5,8,11,14,17-pentaenoxy)butanoic acid